COCCOC1CCC(CC1)NC(=O)C=1C2=C(N=C(N1)C=1N=CN(C1)C(C1=CC=CC=C1)(C1=CC=CC=C1)C1=CC=CC=C1)C=CN2 N-[(1r,4r)-4-(2-methoxyethoxy)cyclohexyl]-2-[1-(triphenylmethyl)imidazol-4-yl]-5H-pyrrolo[3,2-d]pyrimidine-4-carboxamide